BrC1=NN(C(=C1)C=C(C)C)C1=NN(C=C1)CC(F)(F)F 3-Bromo-5-(2-methylprop-1-en-1-yl)-1-[1-(2,2,2-trifluoroethyl)pyrazol-3-yl]pyrazole